C(C1=CC=CC=C1)OC1=C(C(=O)OCC2=CC=CC=C2)C=CC(=C1)N(C(=O)[C@@H]1N(CC1)S(=O)(=O)C1=C(C(=CC(=C1F)F)F)F)CC1=CC=C(C=C1)C1CCCCC1 benzyl (R)-2-(benzyloxy)-4-(N-(4-cyclohexylbenzyl)-1-((2,3,5,6-tetrafluorophenyl)sulfonyl)azetidine-2-carboxamido)benzoate